C(C=C)(=O)OCCl chloro-methyl acrylate